3-amino-2-oxo-6-phenylpyrazin NC=1C(NC(=CN1)C1=CC=CC=C1)=O